NCCCOC[C@H]1CN(CCO1)C(=O)OC(C)(C)C tert-butyl (2R)-2-(3-aminopropoxymethyl)morpholine-4-carboxylate